COC1=C(C=C(C=C1)C)N1N=C(C=2C=NC(=CC21)C=2C=NN1C2N=CC=C1)NCCN(C)C N1-(1-(2-methoxy-5-methylphenyl)-6-(pyrazolo[1,5-a]pyrimidin-3-yl)-1H-pyrazolo[4,3-c]pyridin-3-yl)-N2,N2-dimethylethane-1,2-diamine